1-methyl-6-(4,4,5,5-tetramethyl-1,3,2-dioxaborolan-2-yl)-2-(2,2,2-trifluoroethyl)-1H-benzo[d]imidazole CN1C(=NC2=C1C=C(C=C2)B2OC(C(O2)(C)C)(C)C)CC(F)(F)F